OCC(NCCS(=O)(=O)O)(CO)CO 2-[Tris(hydroxymethyl)-methylamino]-1-ethansulfonic acid